FC=1C(=C(C=CC1F)NC(C)C=1C=C(C=C2C(N(C(=NC12)C1CCOCC1)C)=O)C)S(=O)(=O)C 8-(1-((3,4-difluoro-2-(methylsulfonyl)phenyl)amino)ethyl)-3,6-dimethyl-2-(tetrahydro-2H-pyran-4-yl)quinazolin-4(3H)-one